3-[4-[1-(4-piperidinyl)-4-piperidinyl]phenyl]piperidine-2,6-dione N1CCC(CC1)N1CCC(CC1)C1=CC=C(C=C1)C1C(NC(CC1)=O)=O